(1R,3S,5S)-N-[6-[6-methoxy-5-(1H-pyrazol-4-yl)pyridin-2-yl]pyridazin-3-yl]-N-methyl-8-azabicyclo[3.2.1]octan-3-amine COC1=C(C=CC(=N1)C1=CC=C(N=N1)N(C1C[C@H]2CC[C@@H](C1)N2)C)C=2C=NNC2